ethyl ((1S,3S)-3-(8-(4-cyanophenyl)-3-methyl-7-(1-methyl-1H-pyrazol-4-yl)-2-oxo-3,6-dihydroimidazo[4,5-d]pyrrolo[2,3-b]pyridin-1(2H)-yl)cyclobutyl)carbamate C(#N)C1=CC=C(C=C1)C1=C(NC2=NC=C3C(=C21)N(C(N3C)=O)C3CC(C3)NC(OCC)=O)C=3C=NN(C3)C